N-(1-((1s,3s)-3-ethoxycyclobutyl)-3-(6-(trifluoromethyl)pyridin-2-yl)-1H-pyrazol-4-yl)-2-(3-methyl-1H-pyrazol-4-yl)thiazole-4-carboxamide C(C)OC1CC(C1)N1N=C(C(=C1)NC(=O)C=1N=C(SC1)C=1C(=NNC1)C)C1=NC(=CC=C1)C(F)(F)F